CC1=C(CC2=C(C=CC=C2)S)C=C(C=C1)C 2,5-dimethylbenzylthiophenol